N1(CCCC1)C1=C(C=2C3(C4=CC=CC=C4OC2C=C1)NC(C1=CC=CC=C13)=O)N1CCCC1 bis(pyrrolidin-1-yl)spiro[isoindolin-1,9'-xanthen]-3-one